((2S,4R,5R)-4-Acetyloxy-5-(6-chloro-4-(((1S,5R)-5-hydroxyadamantan-2-yl)amino)-1H-pyrazolo[3,4-d]pyrimidin-1-yl)-3-methylenetetrahydrofuran-2-yl)benzoic acid methyl ester COC(C1=C(C=CC=C1)[C@@H]1O[C@H]([C@@H](C1=C)OC(C)=O)N1N=CC=2C1=NC(=NC2NC2[C@H]1CC3CC(CC2C3)(C1)O)Cl)=O